4-((6-chlorohexanamido)methyl)piperidin Ethyl-6-chlorothiazolo[4,5-c]pyridine-2-carboxylate C(C)OC(=O)C=1SC2=C(C=NC(=C2)Cl)N1.ClCCCCCC(=O)NCC1CCNCC1